3-(2-fluoro-5-(trifluoromethyl)phenyl)propanoate FC1=C(C=C(C=C1)C(F)(F)F)CCC(=O)[O-]